(S)-7-(7-(8-Ethyl-7-fluoro-3-hydroxynaphthalen-1-yl)-8-fluoro-2-(((2R,7aS)-2-fluorotetrahydro-1H-pyrrolizin-7a(5H)-yl)methoxy)quinazolin-4-yl)-1-oxa-3,7-diazaspiro[4.5]decan-2-one C(C)C=1C(=CC=C2C=C(C=C(C12)C1=CC=C2C(=NC(=NC2=C1F)OC[C@]12CCCN2C[C@@H](C1)F)N1C[C@@]2(CNC(O2)=O)CCC1)O)F